CC1=CC(=NN1C=1C=C2C=CN(C2=CC1)CC1=CC=C(C=C1)[C@H]1CN(CC1)C)C(=O)N (S)-5-Methyl-1-(1-(4-(1-methylpyrrolidin-3-yl)benzyl)-1H-indol-5-yl)-1H-pyrazol-3-carboxamid